ClC1=CC(=C(C=C1)C1=NC(=NC2=C1N=C(NC2=O)C)N2CC(OCC2)C=2C=NN(C2)C)F 8-(4-chloro-2-fluorophenyl)-2-methyl-6-(2-(1-methyl-1H-pyrazol-4-yl)morpholino)pyrimido[5,4-d]pyrimidin-4(3H)-one